NC(C(=O)[O-])C 2-aminopropanoate